C(C1=CC=CC=C1)OC(=O)N(C)CC1=CC(=NC(=C1)C1=CC(=CC(=C1)Cl)Cl)OC=1C=CC(=NC1)N1CCN(CC1)CCC(=O)OCC Ethyl 3-(4-(5-((4-((((benzyloxy)carbonyl)(methyl)amino)methyl)-6-(3,5-dichlorophenyl)pyridin-2-yl) oxy)pyridin-2-yl)piperazin-1-yl)propanoate